C(C)(C)(C)OC(=O)N[C@@H](CCSC)C(=O)NCC(=O)N[C@@H](CCCCNC(=O)OCC1=CC=CC=C1)C(=O)OC(C)(C)C tert-butyl N-(tert-butoxycarbonyl)-L-methionylglycyl-N6-[(benzyloxy)carbonyl]-L-lysinate